BrC1=CC=C(N=N1)N[C@@H]1CC[C@H]2CN(C[C@]21F)C(=O)C=2SC(=CC2)CF [(3aR,4R,6aS)-4-[(6-bromo-3-pyridazinyl)amino]-3a-fluorohexahydrocyclopenta[c]pyrrol-2(1H)-yl][5-(fluoromethyl)-2-thienyl]methanone